Ethyl (R)-7-ethyl-2-(2-fluoro-4-(3-hydroxypyrrolidine-1-carboxamido)phenyl)oxazolo[5,4-b]pyridine-5-carboxylate C(C)C1=C2C(=NC(=C1)C(=O)OCC)OC(=N2)C2=C(C=C(C=C2)NC(=O)N2C[C@@H](CC2)O)F